[H-].[H-].N(=NC(C)(C)C=1NCCN1)C(C)(C)C=1NCCN1 2,2'-Azobis[2-(Imidazolin-2-yl)Propane] dihydride